C=1(C(=CC=CC1)C(=O)OOC(=O)C=1C(=CC=CC1)C)C Ditoluoyl Peroxide